(3R,4S)-4-fluoro-1-(1-(trifluoromethyl)cyclopropane-1-carbonyl)pyrrolidin F[C@H]1CCN(C1)C(=O)C1(CC1)C(F)(F)F